2-(3-Ethylsulfonyl-7-methyl-5,6,7,8-tetrahydroimidazo[1,2-a]pyridin-2-yl)-3-methyl-6-(1,1,2,2,2-pentafluoroethyl)imidazo[4,5-c]pyridine C(C)S(=O)(=O)C1=C(N=C2N1CCC(C2)C)C2=NC1=C(C=NC(=C1)C(C(F)(F)F)(F)F)N2C